C(=O)O.ClC1=C(C=CC(=C1)F)N1C[C@H]([C@@]2(CC1)C=1C=CC(=NC1CN(C2)C[C@@H]2NCCC2)C=2C(=NC=CC2)OCC)CC (3'S,5S)-1'-(2-chloro-4-fluorophenyl)-2-(2-ethoxypyridin-3-yl)-3'-ethyl-7-[[(2R)-pyrrolidin-2-yl]methyl]spiro[6,8-dihydro-1,7-naphthyridine-5,4'-piperidine] formate salt